NC=1C(=NC2=CC=C(C=C2C1C1=C(C(=CC=C1C)O)C)Cl)C(=O)N (M)-3-Amino-6-chloro-4-(3-hydroxy-2,6-dimethylphenyl)quinoline-2-carboxamide